[2-(4-{7-[4-(2-tert-butoxycarbonylamino-ethoxy)-3-hydroxy-phenyl]-3,5-dioxo-hepta-1,6-dienyl}-2-hydroxy-phenoxy)-ethyl]-carbamic acid tert-butyl ester C(C)(C)(C)OC(NCCOC1=C(C=C(C=C1)C=CC(CC(C=CC1=CC(=C(C=C1)OCCNC(=O)OC(C)(C)C)O)=O)=O)O)=O